ClC1=C(C=CC(=C1)C(F)(F)F)NC(=O)C1(CCC1)N1N=CC(=C1)NC(=O)C1CCN(CC1)C=1C=C2C(N(C(C2=CC1)=O)C1C(NC(CC1)=O)=O)=O N-(1-(1-((2-chloro-4-(trifluoromethyl)phenyl)carbamoyl)cyclobutyl)-1H-pyrazol-4-yl)-1-(2-(2,6-Dioxopiperidin-3-yl)-1,3-dioxoisoindoline-5-yl)piperidine-4-carboxamide